4-[(2-{3-[(2-methoxy-6-methylpyridin-3-yl)amino]prop-1-yn-1-yl}-1-(2,2,2-trifluoroethyl)-1H-indol-4-yl)amino]-1λ6-thiane-1,1-dione COC1=NC(=CC=C1NCC#CC=1N(C2=CC=CC(=C2C1)NC1CCS(CC1)(=O)=O)CC(F)(F)F)C